(4S,6R)-1-[(1S,3R,4S)-3,4-difluorocyclohexyl]-5,5,6-trifluoro-3-(trifluoromethyl)-4,6-dihydrocyclopenta[c]pyrazol-4-ol F[C@@H]1C[C@H](CC[C@@H]1F)N1N=C(C2=C1[C@H](C([C@H]2O)(F)F)F)C(F)(F)F